2,2-bis-(hydroxymethyl)-propanoic acid OCC(C(=O)O)(C)CO